N-(5,6-dimethyl-3-pyridyl)-2-[(2R,5S)-5-methyl-2-[2-(methylamino)-1,3-benzothiazol-5-yl]-1-piperidyl]-2-oxo-acetamide CC=1C=C(C=NC1C)NC(C(=O)N1[C@H](CC[C@@H](C1)C)C=1C=CC2=C(N=C(S2)NC)C1)=O